C(C1=CC=CC=C1)OC(C(=O)NN)(C(C=C)OC(C)(C)C)C(F)(F)F 2-benzyloxy-3-tert-butoxy-2-(trifluoromethyl)pent-4-enehydrazide